C1CCC12OCCC[C@H]2N2N=C1N=C(C=NC1=C2)C2=C(C=C(C=C2C)C(F)(F)F)O (R)-2-(2-(5-oxaspiro[3.5]nonan-9-yl)-2H-pyrazolo[3,4-b]pyrazin-6-yl)-3-methyl-5-(trifluoromethyl)phenol